ClC=1C(NN=CC1CCCN1CC2(C1)CC(C2)OC=2C=CC=1N(C2Cl)C(=NC1)C)=O 4-chloro-5-(3-(6-((5-chloro-3-methylimidazo[1,5-a]pyridin-6-yl)oxy)-2-azaspiro[3.3]heptan-2-yl)propyl)pyridazin-3(2H)-one